N(=C=O)C1CC(CC(C1)(C)C)(C)CN=C=O 1-isocyanato-3-isocyanatomethyl-3,5,5-trimethylcyclohexane